6-{[(2-Bromo-6-fluorophenyl)carbonyl]amino}-N-(3-chloro-2-methylphenyl)-2-(methoxymethyl)-1H-benzimidazole-4-carboxamide BrC1=C(C(=CC=C1)F)C(=O)NC=1C=C(C2=C(NC(=N2)COC)C1)C(=O)NC1=C(C(=CC=C1)Cl)C